O1[C@H](COCC1)CN1N=C2C3=C(CC4(C2=C1)CCC4)OC(=C3C(F)(F)F)C(=O)O 2'-{[(2S)-1,4-dioxan-2-yl]methyl}-8'-(trifluoromethyl)-2',5'-dihydrospiro[cyclobutane-1,4'-furo[2,3-g]indazole]-7'-carboxylic acid